(3R)-1-{[(1r,4r)-4-aminocyclohexyl]methyl}pyrrolidine-3-carboxylic acid NC1CCC(CC1)CN1C[C@@H](CC1)C(=O)O